CC1CN(CC(N1)C)CCCN1C2=CC=CC=C2C=2C=CC=CC12 9-[3-(3,5-dimethyl-1-piperazinyl)propyl]carbazole